CN(CC(=O)N1CCC(CC1)C=1C=C2C(=C(NC2=CC1)C=1C=CC=2N(C1)C=CN2)C(C)C)C 2-(dimethylamino)-1-(4-(2-(imidazo[1,2-a]pyridin-6-yl)-3-isopropyl-1H-indol-5-yl)piperidin-1-yl)ethan-1-one